1-(9Z,12Z,15Z-octadecatrienoyl)-2-tridecanoyl-glycero-3-phosphoserine CCCCCCCCCCCCC(=O)O[C@H](COC(=O)CCCCCCC/C=C\C/C=C\C/C=C\CC)COP(=O)(O)OC[C@@H](C(=O)O)N